2-[6-[(3aR,7aS)-6-methyl-3,3a,4,5,7,7a-hexahydro-2H-pyrrolo[2,3-c]pyridin-1-yl]-4-methyl-pyridazin-3-yl]-5-methyl-phenol CN1C[C@@H]2[C@H](CC1)CCN2C2=CC(=C(N=N2)C2=C(C=C(C=C2)C)O)C